ClC1=CC=C(C(=N1)C1=CC(=NC=C1)C)NC(C)C=1C=2C3=C(N(C(C2C=C(C1)C)=O)CC(F)F)N(N=C3)CC 9-(1-((6-chloro-2'-methyl-[2,4'-bipyridin]-3-yl)amino)ethyl)-4-(2,2-difluoroethyl)-3-ethyl-7-methyl-3,4-dihydro-5H-pyrazolo[3,4-c]isoquinolin-5-one